Cl.FC=1SC(=C2C1CCC(C2)NC)C 1-fluoro-N,3-dimethyl-4,5,6,7-tetrahydro-2-benzothiophen-5-amine hydrochloride